C1(=CC=C(C=C1)C(C(=O)O)(C)O)C1=CC=CC=C1 2-([1,1'-Biphenyl]-4-yl)-2-hydroxypropionic acid